bromine methylamine salt CN.[Br]